NC=1C=CC(=C(C1)S(=O)(=O)NCC1=C(C=C(C=C1)OC)OC)N1N=CC(=C1)C#N 5-amino-2-(4-cyano-1H-pyrazol-1-yl)-N-(2,4-dimethoxybenzyl)benzenesulfonamide